4-methyl-2-{[1-(1-methylcyclopropane-1-carbonyl)piperidin-4-yl]methyl}-8-(trifluoromethyl)-4,5-dihydro-2H-furo[2,3-g]indazole-7-carboxylate CC1C2=CN(N=C2C2=C(C1)OC(=C2C(F)(F)F)C(=O)[O-])CC2CCN(CC2)C(=O)C2(CC2)C